N-((2S,3S,4R,5R)-4-((tert-butyldimethylsilyl)oxy)-5-(((tert-butyldimethylsilyl)oxy)methyl)-3-fluorotetrahydrofuran-2-yl)-N-(phenylsulfonyl)benzenesulfonamide [Si](C)(C)(C(C)(C)C)O[C@H]1[C@@H]([C@H](O[C@@H]1CO[Si](C)(C)C(C)(C)C)N(S(=O)(=O)C1=CC=CC=C1)S(=O)(=O)C1=CC=CC=C1)F